6-fluoro-N-[1-(fluoromethyl)cyclopropyl]-3-(5-methyl-1,3,4-oxadiazol-2-yl)-2-oxo-1H-benzimidazole-5-sulfonamide FC=1C(=CC2=C(NC(N2C=2OC(=NN2)C)=O)C1)S(=O)(=O)NC1(CC1)CF